(R)-2-fluoro-N-(8-methylisoquinolin-1-yl)-4-(4-phenyl-1,3,5-triazin-2-ylamino)-N-(piperidin-3-yl)benzamide FC1=C(C(=O)N([C@H]2CNCCC2)C2=NC=CC3=CC=CC(=C23)C)C=CC(=C1)NC1=NC=NC(=N1)C1=CC=CC=C1